C(C1=CC=CC=C1)N1CC(OC(=C1)C1=CC(=NC=C1)OC)C 4-benzyl-6-(2-methoxypyridin-4-yl)-2-methyl-3,4-dihydro-2H-1,4-oxazine